N-(3-chloro-4-cyclopropylphenyl)-2-(methylamino)acetamide ClC=1C=C(C=CC1C1CC1)NC(CNC)=O